N[C@@H](CC=1C=C(C(=O)OC(C)(C)C)C=CC1)C(=O)OC tert-butyl (S)-3-(2-amino-3-methoxy-3-oxopropyl)benzoate